methyl (pyrazine-2-carbonyl)-D-tryptophanate N1=C(C=NC=C1)C(=O)N[C@H](CC1=CNC2=CC=CC=C12)C(=O)OC